N-cyclopropyl-2-(difluoromethoxy)-6-methyl-4-(4,4,5,5-tetramethyl-1,3,2-dioxaborolan-2-yl)benzamide C1(CC1)NC(C1=C(C=C(C=C1C)B1OC(C(O1)(C)C)(C)C)OC(F)F)=O